benzo[b]thiophen-4-ol S1C2=C(C=C1)C(=CC=C2)O